C1(CC1)CC(=O)NC1=CSC(=C1)C1=NC(=CN=C1)C1=CC(=C(C=C1)OC)OC 2-cyclopropyl-N-(5-(6-(3,4-dimethoxyphenyl)pyrazin-2-yl)thiophen-3-yl)acetamide